N=C1C(C=CC=C1)O.[P] phosphorus iminophenol